C(C)OC(=O)C=1SC(=C(N1)C1=CC(=C(C=C1)OCC(C)C)C#N)C 4-(3-cyano-4-isobutoxyphenyl)-5-methyl-2-thiazolecarboxylic acid ethyl ester